BrC1=CC=C(C=C1)NC(=O)C1CCNCC1 N-(4-bromophenyl)piperidine-4-carboxamide